FC1=C(C=C(C=C1)N1CCN(CC1)C(=O)OC(C)(C)C)N(C#N)CCC(=O)OC tert-Butyl 4-(4-fluoro-3-(N-(3-methoxy-3-oxopropyl)cyanamido)phenyl)piperazine-1-carboxylate